C(#N)C1=C(C=C(C2=C1CCO2)C2=CC=C(C=C2)C(C)C)NCC(C(=O)N)=C 2-[[[4-Cyano-7-(4-isopropylphenyl)-2,3-dihydrobenzofuran-5-yl]amino]methyl]prop-2-enamid